5-methyl-1-(2,2,2-trifluoroethyl)-1H-pyrazol-3-amine CC1=CC(=NN1CC(F)(F)F)N